C(#N)C=1C=CC(=NC1)N1CCN(CC1)CCC(=O)O 3-(4-(5-Cyanopyridin-2-yl)piperazin-1-yl)propionic acid